1-(2-aminoethyl)-N-(pyridin-2-ylmethyl)-1H-pyrazole-4-carboxamide dihydrochloride Cl.Cl.NCCN1N=CC(=C1)C(=O)NCC1=NC=CC=C1